N-(2-(3,3-difluoropyrrolidin-1-yl)-4-(2-fluoro-5-methoxyphenyl)pyridin-3-yl)-2-isopropylpyrimidine-5-carboxamide FC1(CN(CC1)C1=NC=CC(=C1NC(=O)C=1C=NC(=NC1)C(C)C)C1=C(C=CC(=C1)OC)F)F